tert-butyl (S)-3-(((7-bromo-6-chloro-4-hydroxy-1-(4-isopropyl-6-methylpyrimidin-5-yl)-2-oxo-1,2-dihydroquinazolin-5-yl)oxy)methyl)piperazin-1-carboxylate BrC1=C(C(=C2C(=NC(N(C2=C1)C=1C(=NC=NC1C)C(C)C)=O)O)OC[C@@H]1CN(CCN1)C(=O)OC(C)(C)C)Cl